tert-Butyl 4-methyl-4-((3-nitropyridin-2-yl)amino)piperidine-1-carboxylate CC1(CCN(CC1)C(=O)OC(C)(C)C)NC1=NC=CC=C1[N+](=O)[O-]